N-(2-(5,6-difluoro-1H-indol-3-yl)ethyl)-N-propylpropan-1-amine FC=1C=C2C(=CNC2=CC1F)CCN(CCC)CCC